3-{4-[(4-chloro-2-methylphenyl)sulfamoyl]phenyl}-1-(pyridin-3-ylmethyl)urea ClC1=CC(=C(C=C1)NS(=O)(=O)C1=CC=C(C=C1)NC(NCC=1C=NC=CC1)=O)C